Cl.N[C@H]1CN(CC1)C1=CC=C2C(OC(C2=C1)=O)CC1=C(C=CC=C1)C 6-((R)-3-aminopyrrolidin-1-yl)-3-(2-methylbenzyl)isobenzofuran-1(3H)-one hydrochloride